tert-butyl 4-(3-ethyl-8,8-dimethyl-7-oxo-5,6,7,8-tetrahydronaphthalen-2-yl)-3,6-dihydropyridine-1(2H)-carboxylate C(C)C=1C(=CC=2C(C(CCC2C1)=O)(C)C)C=1CCN(CC1)C(=O)OC(C)(C)C